2,5-Dimercapto-1,4-dithian SC1SCC(SC1)S